CC(C)=C1CC(CC=C1)=C(C)C 1,3-di(prop-2,2-diyl)benzene